(3,3-difluoro-1-azabicyclo[3.2.0]heptan-5-yl)methanol FC1(CN2CCC2(C1)CO)F